N-[4-fluoro-5-(6-methyl-4-pyridazinyl)-2-[3,4,5-trimethyl-1-piperazinyl]phenyl]-1,6-dihydro-6-oxo-4-(trifluoromethyl)-3-pyridinecarboxamide FC1=CC(=C(C=C1C1=CN=NC(=C1)C)NC(=O)C1=CNC(C=C1C(F)(F)F)=O)N1CC(N(C(C1)C)C)C